C(CCCCCCCCCCCCCCCCCCCCCCCCCCC)(=O)[O-].[Li+].COC1=CC=C(C=C1)CN1N=NC2=C1C=CC(=C2)C2=NC=CN=C2SC2=CC=C(C=C2)C(F)(F)F 1-[(4-methoxyphenyl)methyl]-5-[3-[4-(trifluoromethyl)phenyl]sulfanylpyrazin-2-yl]benzotriazole lithium montanate